4-Hydroxy-N-(pyridin-3-yl)-3-{2-[4-(trifluoromethoxy)phenyl]-6-oxa-2,9-diazaspiro[4.5]decan-9-yl}butanamide OCC(CC(=O)NC=1C=NC=CC1)N1CCOC2(CCN(C2)C2=CC=C(C=C2)OC(F)(F)F)C1